N-[(2S,3R)-1-(2,2-dimethylpropanoyl)-4,4-difluoro-2-{[2-fluoro-3-(6-methyl-pyridin-2-yl)phenyl]methyl}pyrrolidin-3-yl]ethanesulfonamide CC(C(=O)N1[C@H]([C@H](C(C1)(F)F)NS(=O)(=O)CC)CC1=C(C(=CC=C1)C1=NC(=CC=C1)C)F)(C)C